2,5,8,11,14,17,20,23,26-nonaoxaoctacosanoic acid C(OCCOCCOCCOCCOCCOCCOCCOCCOCC)(=O)O